FC(C=1C=C(NC2=NC(=NC(=N2)Cl)Cl)C=CC1)(F)F 3-trifluoromethylanilino-2,6-dichloro-1,3,5-triazine